BrC1=CC=2C3=C(NC(N(C3=C1F)CC1=CC=C(C=C1)OC)=O)N=C(N2)C 8-Bromo-9-fluoro-1-(4-methoxybenzyl)-5-methyl-1H-pyrimido[4,5,6-de]quinazolin-2(3H)-one